5-fluoro-2-iodoindole FC=1C=C2C=C(NC2=CC1)I